(2-chloro-5-methoxy-phenyl)acetic acid ClC1=C(C=C(C=C1)OC)CC(=O)O